NC1=C2C(=NC=C1)N(C=C2)CC(=O)N2[C@@H]1C[C@@H]1C[C@H]2C(=O)NC2=NC(=CC=C2)Br (1R,3S,5R)-2-(2-(4-amino-1H-pyrrolo[2,3-b]pyridin-1-yl)acetyl)-N-(6-bromopyridin-2-yl)-2-azabicyclo[3.1.0]hexane-3-carboxamide